ClCCCOC1=C(C=C(C=C1)CCO)I 2-(4-(3-Chloropropoxy)-3-iodophenyl)ethan-1-ol